FC=1C=C2[C@H]([C@@H](CN3C2=C(C1F)C=C3)N(C(OC(C)(C)C)=O)C)C tert-butyl ((5S,6R)-8,9-difluoro-6-methyl-5,6-dihydro-4H-pyrrolo[3,2,1-ij]quinolin-5-yl)(methyl)carbamate